methyl (1r,4S,6'S)-4-(3-chloro-2-methylanilino)-6'-[(2R)-3-hydroxy-2-methylpropyl]-6',7'-dihydro-2'H-spiro[cyclohexane-1,5'-indeno[5,6-d][1,3]dioxole]-4-carboxylate ClC=1C(=C(NC2(CCC3([C@H](CC4=CC=5OCOC5C=C34)C[C@H](CO)C)CC2)C(=O)OC)C=CC1)C